4,6-dimethoxy-pyridine-3-carbaldehyde COC1=C(C=NC(=C1)OC)C=O